C1=CC(=CC=C1C[C@@H](C(=O)O)NC(=O)[C@H](CCC(=O)O)N)O The molecule is a dipeptide composed of L-glutamic acid and L-tyrosine joined by a peptide linkage. It has a role as a metabolite. It derives from a L-glutamic acid and a L-tyrosine.